N-((2R,3S)-1-(1-methyl-6-oxo-1,6-dihydropyridin-3-yl)-2-((((CIS)-4-phenylcyclohexyl)oxy)methyl)pyrrolidin-3-yl)methanesulfonamide CN1C=C(C=CC1=O)N1[C@H]([C@H](CC1)NS(=O)(=O)C)CO[C@@H]1CC[C@@H](CC1)C1=CC=CC=C1